t-butyl (1-(4-((1-(4-(2-hydroxypropyl)phenyl)-2-oxo-1,2-dihydropyrimidine-4-yl)carbamoyl)piperazin-1-yl)-2-methyl-1-oxopropan-2-yl)carbamate OC(CC1=CC=C(C=C1)N1C(N=C(C=C1)NC(=O)N1CCN(CC1)C(C(C)(C)NC(OC(C)(C)C)=O)=O)=O)C